tert-butyl (R)-(1-(2-(4-cyanophenyl)-3-(p-tolyl)imidazolo[1,2-a]pyrazin-8-yl)piperidin-3-yl)carbamate C(#N)C1=CC=C(C=C1)C=1N=C2N(C=CN=C2N2C[C@@H](CCC2)NC(OC(C)(C)C)=O)C1C1=CC=C(C=C1)C